6-[(2S)-2-aminopropyl]-N-[(4-fluorothiophen-2-yl)methyl]-7-methylthieno[3,2-c]pyridazin-4-amine N[C@H](CC1=C(C=2N=NC=C(C2S1)NCC=1SC=C(C1)F)C)C